(1R,2S,3R)-3-[4-amino-5-(4-benzyl-1,3-thiazol-2-yl)-2-chloropyrrolo[2,3-d]pyrimidin-7-yl]-5-(piperidin-4-yl)cyclopentane-1,2-diol NC=1C2=C(N=C(N1)Cl)N(C=C2C=2SC=C(N2)CC2=CC=CC=C2)[C@H]2[C@@H]([C@@H](C(C2)C2CCNCC2)O)O